5-(3-((5-bromopyridin-3-yl)oxy)oxetan-3-yl)isoxazol BrC=1C=C(C=NC1)OC1(COC1)C1=CC=NO1